(3S)-3-({5-[5-(difluoromethyl)-1-methyl-1H-1,2,4-triazol-3-yl]-6-methylpyridin-2-yl}amino)pyrrolidine-1-carboxylic acid tert-butyl ester C(C)(C)(C)OC(=O)N1C[C@H](CC1)NC1=NC(=C(C=C1)C1=NN(C(=N1)C(F)F)C)C